3-[3-(5-chloro-6-piperazin-1-yl-3-pyridyl)-1,2,4-oxadiazol-5-yl]propan-1-amine ClC=1C=C(C=NC1N1CCNCC1)C1=NOC(=N1)CCCN